hydroxy-5-(1H-benzimidazol-5-yl)benzoic acid OC1=C(C(=O)O)C=C(C=C1)C1=CC2=C(NC=N2)C=C1